ClC1=CC(=C2C(=N1)C(=C(S2)[C@H]2CC=CC[C@@H]2[N+](=O)[O-])C)N(C(OC(C)(C)C)=O)CC=2SC=CC2 tert-butyl (5-chloro-3-methyl-2-((1S,6S)-6-nitrocyclohex-3-en-1-yl)thieno[3,2-b]pyridin-7-yl)(thiophen-2-ylmethyl)carbamate